F[P-](F)(F)(F)(F)F.C[N+](=C(ON1N=NC2=C1C=C(C=C2)Cl)N(C)C)C N,N,N',N'-tetramethyl-O-(6-chloro-1H-benzotriazol-1-yl)uronium hexafluorophosphate